CS(=O)(=O)OCCCN(C)C(=O)OC(C)(C)C 3-[tertbutoxycarbonyl(methyl)amino]propyl methanesulfonate